methyl 5-methylpyridine-2,3-diformate CC=1C=C(C(=NC1)C(=O)OC)C(=O)[O-]